ClC=1C=C2C(=CNC2=CC1)CCCNS(=O)(=O)C1=CC=C(C=C1)OC1=CC(=CC(=C1)Br)Br N-(3-(5-chloro-1H-indol-3-yl)propyl)-4-(3,5-dibromophenoxy)benzenesulfonamide